8-methyl-8-n-propoxycarbonyl-tetracyclo[4.4.0.12,5.17,10]-3-dodecene CC1(C2C3C4C=CC(C3C(C1)C2)C4)C(=O)OCCC